FC1=C(N=CC2=C1N=C(N=C2N2C[C@@H](NCC2)CC#N)OC[C@]21CCCN1C[C@@H](C2)F)C2=CC(=CC=C2)O 2-((S)-4-(8-fluoro-2-(((2R,7aS)-2-fluorotetrahydro-1H-pyrrolizin-7a(5H)-yl)methoxy)-7-(3-hydroxyphenyl)pyrido[4,3-d]pyrimidin-4-yl)piperazin-2-yl)acetonitrile